BrC1=CC=C(C=C1)N1N=C(C(=C1)[C@H]1O[C@H](C(N1CCC1=CC=C(C=C1)OCC)=O)C)C1=CC=C(C=C1)F (2r,5s)-2-(1-(4-bromophenyl)-3-(4-fluorophenyl)-1H-pyrazol-4-yl)-3-(4-ethoxyphenethyl)-5-methyl-oxazolidin-4-one